E-tetradecapentaenoic acid-N-(2-methyl-2-methylpropyl) amide CC(CNC(\C=C\C=CC=CC=CC=CCCC)=O)(C)C